ClC1=CC=C(C=C1)C1=C(CCC(C1)(C)C)CN1CC2CCC(C1)N2C=2C=C1C(N(C(C1=CC2)=O)C2C(NC(CC2)=O)=O)=O 5-(3-((4'-chloro-5,5-dimethyl-3,4,5,6-tetrahydro-[1,1'-biphenyl]-2-yl)methyl)-3,8-diazabicyclo[3.2.1]oct-8-yl)-2-(2,6-dioxopiperidin-3-yl)isoindoline-1,3-dione